NC1=CC=C(OC2=CC=C(NC(=C)C3=CC=CC=C3)C=C2)C=C1 (R)-4-(4-aminophenoxy)-N-(1-phenylvinyl)aniline